2-[4-(2-hydroxyethyl)piperazin-1-yl]ethanesulfonic acid HCl Cl.OCCN1CCN(CC1)CCS(=O)(=O)O